O1C(CC1)C1C(SCC1)(C1OCCC1)N1CCC1 (oxetanyl)(azetidinyl)(tetrahydrofuranyl)tetrahydrothiophene